tert-butyl 3,3-dimethyl-4-(3-((quinoxalin-6-ylmethyl)amino)pyridin-4-yl)piperazine-1-carboxylate CC1(CN(CCN1C1=C(C=NC=C1)NCC=1C=C2N=CC=NC2=CC1)C(=O)OC(C)(C)C)C